N-(3-(6-Chloropyridin-3-yl)-1-methyl-1H-indol-6-yl)-3-(imidazo[1,2-b]pyridazin-3-ylethynyl)-4-methylbenzamide ClC1=CC=C(C=N1)C1=CN(C2=CC(=CC=C12)NC(C1=CC(=C(C=C1)C)C#CC1=CN=C2N1N=CC=C2)=O)C